C(C)(=O)OC1=C(C=C(C(=C1)C=O)N)OC 4-AMINO-5-FORMYL-2-METHOXYPHENYL ACETATE